(4aR,8aS)-6-[6-[[6-[1-(trifluoromethyl)cyclopropyl]pyridazin-3-yl]methyl]-2-azaspiro[3.3]heptane-2-carbonyl]-4,4a,5,7,8,8a-hexahydropyrido[4,3-b][1,4]oxazin-3-one FC(C1(CC1)C1=CC=C(N=N1)CC1CC2(CN(C2)C(=O)N2C[C@@H]3[C@@H](OCC(N3)=O)CC2)C1)(F)F